FC=1C(=CC=2C3=C(N(C(C2C1)=O)C)COCC3=O)F 8,9-difluoro-5-methyl-4H-pyrano[3,4-c]isoquinoline-1,6-dione